5-[(1R,2S)-1-(4-cyclopropylphenyl)-2-[(2-hydroxyacetyl)amino]propoxy]-N-[(3S)-1-[(3R)-5-oxotetrahydrofuran-3-carbonyl]-3-piperidinyl]pyridine-2-carboxamide C1(CC1)C1=CC=C(C=C1)[C@H]([C@H](C)NC(CO)=O)OC=1C=CC(=NC1)C(=O)N[C@@H]1CN(CCC1)C(=O)[C@H]1COC(C1)=O